(S or R)-(2-(Benzyloxy)-4-(difluoromethyl)-6-hydroxyphenyl)(6-((tetrahydrofuran-3-yl)amino)indolin-1-yl)methanone C(C1=CC=CC=C1)OC1=C(C(=CC(=C1)C(F)F)O)C(=O)N1CCC2=CC=C(C=C12)N[C@@H]1COCC1 |o1:30|